C(C)(C)(C)OC(=O)N1CCN(CC1)C=1SC=2C(N(CCC2N1)C(=O)[O-])=O 2-(4-(tert-butoxycarbonyl) piperazin-1-yl)-4-oxo-6,7-dihydrothiazolo[5,4-c]pyridine-5(4H)-carboxylate